aziridinium tetrafluoroborate F[B-](F)(F)F.[NH2+]1CC1